ClC1=C2C(=NC(=N1)Cl)N(N=C2)C([2H])([2H])[2H] 4,6-dichloro-1-(Trideuteromethyl)pyrazolo[3,4-d]Pyrimidine